ClC=1C=CC(=C(C1)/C=C/C(=O)O)OC(F)F (E)-3-(5-chloro-2-difluoromethoxy-phenyl)-acrylic acid